NC=1C=CC(=C(C1)NC1=NC(=NC=C1C(=O)N(C1=CC=CC=C1)C)NC=1C=NN(C1)C)F 4-((5-amino-2-fluorophenyl)amino)-N-methyl-2-((1-methyl-1H-pyrazol-4-yl)amino)-N-phenylpyrimidine-5-carboxamide